FC1([C@H](CC1)COC1=CC=C(C=C1)C1(CC1)C(=O)OC)F |r| rac-Methyl 1-[4-[(2,2-difluorocyclobutyl)methoxy]phenyl]cyclopropanecarboxylate